acryloxyicosyltribromosilane C(C=C)(=O)OCCCCCCCCCCCCCCCCCCCC[Si](Br)(Br)Br